(R)-N-(5-(3-Chloro-1-methyl-1H-pyrrol-2-yl)-1,3,4-thiadiazol-2-yl)-4-((2-methoxy-1-phenylethyl)amino)-3-(2-methoxyethoxy)-2-oxo-2H-pyran-6-carboxamide ClC1=C(N(C=C1)C)C1=NN=C(S1)NC(=O)C1=CC(=C(C(O1)=O)OCCOC)N[C@@H](COC)C1=CC=CC=C1